6-ethyl-5-(7-(trifluoromethyl)quinolin-8-yl)pyridin-2-amine C(C)C1=C(C=CC(=N1)N)C=1C(=CC=C2C=CC=NC12)C(F)(F)F